(3R,4S)-3-fluoro-4-(2-hydroxyethoxy)piperidine-1-carboxylic acid tert-butyl ester C(C)(C)(C)OC(=O)N1C[C@H]([C@H](CC1)OCCO)F